METHYLBENZAMIDE CC1=C(C(=O)N)C=CC=C1